ClC1=C(C=CC(=C1)SC=1N=NNC1)C1=CC=C(C=C1)Cl 4-((2,4'-dichloro-[1,1'-biphenyl]-4-yl)thio)-1H-1,2,3-triazole